NC=1C(=C(C=C2C=C(N=CC12)NC(=O)[C@H]1[C@@H]([C@H]1C=1N=CNC1)CC#N)C=1C=NC=CC1C)F (1S,2R,3R)-N-(8-amino-7-fluoro-6-(4-methylpyridin-3-yl)isoquinolin-3-yl)-2-(cyanomethyl)-3-(1H-imidazol-4-yl)cyclopropane-1-carboxamide